6-fluoro-7-methoxy-4-(4-(methylthio)phenoxy)quinoline FC=1C=C2C(=CC=NC2=CC1OC)OC1=CC=C(C=C1)SC